(4-{[3-(6-bromo-pyridazin-3-ylcarbamoyl)-bicyclo[1.1.1]pentane-1-carbonyl]-amino}-benzyl)-carbamic acid tert-butyl ester C(C)(C)(C)OC(NCC1=CC=C(C=C1)NC(=O)C12CC(C1)(C2)C(NC=2N=NC(=CC2)Br)=O)=O